C(C)(C)(C)OC(=O)N1N=C(C2=NC(=C(C=C21)OC)C2=C1CCC(C1=CC=C2)O)C=2C=NN(C2)C 5-(1-hydroxy-2,3-dihydro-1H-inden-4-yl)-6-methoxy-3-(1-methyl-1H-pyrazol-4-yl)-1H-pyrazolo[4,3-b]Pyridine-1-carboxylic acid tert-butyl ester